C(C)(C)OC1=CC(=CC2=C1C(N1[C@@H](CO2)C[C@@H](C1)OC1=CC=C2CCC(NC2=C1)=O)=O)C (2S,11aR)-6-Isopropoxy-8-methyl-2-((2-oxo-1,2,3,4-tetrahydroquinolin-7-yl)oxy)-2,3,11,11a-tetrahydro-1H,5H-benzo[f]pyrrolo[2,1-c][1,4]oxazepin-5-one